C(CCC)OC1=C(C2=CC(=CC=C2C=C1)OCCCC)[S+]1CCCC1 1-(2,7-di-n-butoxynaphthyl)tetrahydrothiophenium